4-bromo-1-tetrahydropyran-4-yl-pyridin-2-one BrC1=CC(N(C=C1)C1CCOCC1)=O